ClCC(CC(C(=O)O)=C)O.C1(C=2C(C(=O)O1)=CC=CC2)=O phthalic anhydride (3-chloro-2-hydroxypropyl acrylate)